2-(Piperazin-1-yl)-N-(pyridin-2-ylmethyl)ethan-1-amine N1(CCNCC1)CCNCC1=NC=CC=C1